CC1(OC=C(CC1)C)C=O 3,4-dihydro-2,5-dimethyl-2H-pyran-2-carbaldehyde